methyl 4-(2-chlorobenzoyl)-1H-pyrrole-2-carboxylate ClC1=C(C(=O)C=2C=C(NC2)C(=O)OC)C=CC=C1